N-benzyl-N,N-dimethylhexadecan-1-aminium chloride [Cl-].C(C1=CC=CC=C1)[N+](CCCCCCCCCCCCCCCC)(C)C